FC=1C(=C(C=CC1)NC(=S)C1=C(CCN(C1=O)C(=O)OC(C)(C)C)O)C Tert-butyl 5-[(3-fluoro-2-methylphenyl)carbamothioyl]-4-hydroxy-6-oxo-3,6-dihydropyridine-1(2H)-carboxylate